6-chloro-4-fluoronicotinaldehyde ClC1=NC=C(C=O)C(=C1)F